4-(3-chloro-4-cyclopropoxyphenyl)-1-methylpiperidin-4-ol ClC=1C=C(C=CC1OC1CC1)C1(CCN(CC1)C)O